(5-fluoro-2-hydroxy)phenylboronic acid B(C1=C(C=CC(=C1)F)O)(O)O